4-(dihexylamino)cyclohexanone C(CCCCC)N(C1CCC(CC1)=O)CCCCCC